(S)-3-((6-methyl-3-(methylcarbamoyl)-7-(trifluoromethyl)thieno[3,2-b]pyridin-5-yl)oxy)pyrrolidine-1-carboxylic acid tert-butyl ester C(C)(C)(C)OC(=O)N1C[C@H](CC1)OC1=C(C(=C2C(=N1)C(=CS2)C(NC)=O)C(F)(F)F)C